C(#N)C1=NN(C=2N(C([C@@H]([C@@H](C21)C2=CC=C(C=C2)F)NC(C2=CC(=CC=C2)C(F)(F)F)=O)=O)CC)C2=CC=CC=C2 |r| rac-N-((4R,5R)-3-cyano-7-ethyl-4-(4-fluorophenyl)-6-oxo-1-phenyl-4,5,6,7-tetrahydro-1H-pyrazolo[3,4-b]pyridin-5-yl)-3-(trifluoromethyl)benzamide